1-(3-(3-(4-(trifluoromethyl)phenyl)-1H-indazol-1-yl)azetidin-1-yl)prop-2-en-1-one FC(C1=CC=C(C=C1)C1=NN(C2=CC=CC=C12)C1CN(C1)C(C=C)=O)(F)F